2,2-Bis[4-(2-hydroxy-3-methacryloylpropoxy)-phenyl]-propane OC(COC1=CC=C(C=C1)C(C)(C)C1=CC=C(C=C1)OCC(CC(C(=C)C)=O)O)CC(C(=C)C)=O